CN1C(C(=CC(=C1)[N+](=O)[O-])[N+](=O)[O-])=O 1-methyl-3,5-dinitropyridin-2(1H)-one